9-(1-chloroethyl)anthracene ClC(C)C=1C2=CC=CC=C2C=C2C=CC=CC12